[9-[6-(2,5-dioxopyrrolidin-1-yl)oxy-6-oxohexyl]-8,8-dimethyl-2-oxo-4-(trifluoromethyl)pyrano[3,2-g]quinolin-6-yl]methanesulfonate O=C1N(C(CC1)=O)OC(CCCCCN1C(C=C(C2=CC3=C(C=C12)OC(C=C3C(F)(F)F)=O)CS(=O)(=O)[O-])(C)C)=O